methylene-bis(2-ethyl-6-methyl-benzenemethanamine) C(C=1C(=C(C(=CC1)C)CN)CC)C=1C(=C(C(=CC1)C)CN)CC